O[C@@H](CC(=O)O)C (R)-3-Hydroxybutyric acid